BrC=1C=CC(=NC1)C1=NC(=NC(=N1)C1=NC=C(C=C1)Br)C1=NC=C(C=C1)Br 2,4,6-tri(5-bromopyridin-2-yl)-1,3,5-triazine